3-(1-oxo-5-(1-phenethylpiperidin-4-yl)isoindolin-2-yl)piperidine-2,6-dione O=C1N(CC2=CC(=CC=C12)C1CCN(CC1)CCC1=CC=CC=C1)C1C(NC(CC1)=O)=O